C(C)C1=NC=C(N=C1CC)CC 2,3,5-triethyl-pyrazine